7-methyl-N-(2-oxo-2,3,4,5-tetrahydro-1H-benzo[b]azepin-5-yl)-1H-indole CC=1C=CC=C2C=CN(C12)C1C2=C(NC(CC1)=O)C=CC=C2